[Si](C)(C)(C(C)(C)C)OCC#CC1=CC=CC(=N1)C=O 6-(3-((tert-butyldimethylsilyl)oxy)prop-1-yn-1-yl)picolinaldehyde